O=C1C2(CCC(C1=CC1=CC=CC=C1)C2(C)C)C Alpha-(2-oxoborn-3-ylidene)-toluene